Cl.NCCC(=O)NC1=CC=C(C=C1)N[C@@H]1C[C@@H](N(C2=CC=CC=C12)C(CC)=O)C |o1:14,16| 3-Amino-N-(4-(((2S*,4R*)-2-methyl-1-propionyl-1,2,3,4-tetrahydroquinolin-4-yl)amino)phenyl)propanamide hydrochloride